(R)-6-((3-((6-(2-hydroxy-4-(trifluoromethyl)phenyl)-5-methylpyridazin-3-yl)amino)piperidin-1-yl)methyl)spiro[3.3]heptan-2-ol OC1=C(C=CC(=C1)C(F)(F)F)C1=C(C=C(N=N1)N[C@H]1CN(CCC1)CC1CC2(CC(C2)O)C1)C